COC=1C=C2C(=C(C=NC2=CC1)C(=O)N1CCN(CC1)C(CC)=O)N1CCC2(OCCO2)CC1 1-(4-(6-methoxy-4-(1,4-dioxa-8-azaspiro[4.5]decan-8-yl)quinoline-3-carbonyl)piperazin-1-yl)propan-1-one